5-bromo-2-(6-(pyrrolidin-1-yl)-5-(trifluoromethyl)pyridin-3-yl)thiazole BrC1=CN=C(S1)C=1C=NC(=C(C1)C(F)(F)F)N1CCCC1